4-(diphenylamino)phenylborate-pinacol OC(C)(C)C(C)(C)O.C1(=CC=CC=C1)N(C1=CC=C(C=C1)OB(O)O)C1=CC=CC=C1